6-(6-(((1R,3S,4S,5R)-7,7-difluoro-4-methoxy-1-methyl-8-azabicyclo[3.2.1]octan-3-yl)oxy)-1,2,4-triazin-3-yl)isoquinolin-7-ol FC1(C[C@@H]2[C@@H]([C@H](C[C@]1(N2)C)OC2=CN=C(N=N2)C=2C=C1C=CN=CC1=CC2O)OC)F